C(#N)C1=CNC2=C(C=CC=C12)NS(=O)(=O)C=1NC(N(C1)CC(C)(C)O)=O N-(3-cyano-1H-indol-7-yl)-1-(2-hydroxy-2-methylpropyl)-2-oxo-3H-imidazole-4-sulfonamide